sodium fluorophosphate P(=O)([O-])([O-])F.[Na+].[Na+]